N-((1R,5S,6s)-3-(5-(6-(3-cyanopyrrolo[1,2-b]pyridazin-7-yl)-4-((3-methyloxetan-3-yl)amino)pyridin-3-yl)-1,3,4-thiadiazol-2-yl)-3-azabicyclo[3.1.1]heptan-6-yl)acetamide C(#N)C1=CC=2N(N=C1)C(=CC2)C2=CC(=C(C=N2)C2=NN=C(S2)N2C[C@@H]1C([C@H](C2)C1)NC(C)=O)NC1(COC1)C